6-(piperidin-1-yl)pyridine-3,5-dicarbonitrile N1(CCCCC1)C1=C(C=C(C=N1)C#N)C#N